tert-Butyl 4-(4-[3-iodo-5-[(1R)-1-(pyridin-2-yl)ethoxy]imidazo[1,2-a]pyridin-7-yl]-5-methylpyrazol-1-yl)piperidine-1-carboxylate IC1=CN=C2N1C(=CC(=C2)C=2C=NN(C2C)C2CCN(CC2)C(=O)OC(C)(C)C)O[C@H](C)C2=NC=CC=C2